5-Chloro-6-methoxy-2-methyl-4-(2-methyl-1-naphthalenyl)-3(2H)-pyridazinone ClC1=C(C(N(N=C1OC)C)=O)C1=C(C=CC2=CC=CC=C12)C